C(#N)C=1C2=C(C(=NC1N1[C@H](CC1)C)N1C[C@H]3C([C@@H](C1)C3)CC(=O)O)CCC2(F)F 2-((1R,5S,6R)-3-(4-cyano-5,5-difluoro-3-((S)-2-methylazetidin-1-yl)-6,7-dihydro-5H-cyclopenta[c]pyridin-1-yl)-3-azabicyclo[3.1.1]heptan-6-yl)acetic acid